[Ca+2].C(CCCCCCCCC)C(C(=O)[O-])C.C(CCCCCCCCC)C(C(=O)[O-])C 2-decylpropanoic acid calcium salt